(S)-4-hydroxy-4-((4-oxo-1-phenylpentyl)carbamoyl)piperidine-1-carboxylic acid tert-butyl ester C(C)(C)(C)OC(=O)N1CCC(CC1)(C(N[C@@H](CCC(C)=O)C1=CC=CC=C1)=O)O